ClC=1C2=COC=C2C=CC1COC=1C=C2C(=CC(=NC2=CC1)C(=O)N1CC(CC1)(C)O)C(=O)N1CCCCC1 4-chloro-5-(((2-(3-hydroxy-3-methylpyrrolidine-1-carbonyl)-4-(piperidine-1-carbonyl)quinolin-6-yl)oxy)methyl)isobenzofuran